p-pentyloxyterphenyl methyl-benzoate COC(C1=CC=CC=C1)=O.C(CCCC)OC1=CC=C(C=C1)C=1C(=CC=CC1)C1=CC=CC=C1